Cl.COC=1C=CC(=NC1)COC1=CC=C2CCNCC2=C1 7-[(5-methoxy-2-pyridyl)methoxy]-1,2,3,4-tetrahydroisoquinoline hydrochloride